C(CCCCCCC)SSC=1SC(=NN1)SSCCCCCCCC 2,5-bis(octyldithio)-1,3,4-thiadiazole